tert-butyl 4-[4-cyclopropyl-6-[difluoro(phenyl)methyl] pyrimidin-2-yl]piperazine-1-carboxylate C1(CC1)C1=NC(=NC(=C1)C(C1=CC=CC=C1)(F)F)N1CCN(CC1)C(=O)OC(C)(C)C